Methyl (S)-4-(4-(4-(6-(1-(chloromethyl)-5-hydroxy-1,2-dihydro-3H-benzo[e]indol-3-yl)-6-oxohexanamido)-1-methyl-1H-pyrrole-2-carboxamido)phenyl)-1-methyl-1H-pyrrole-2-carboxylate ClC[C@@H]1CN(C=2C=C(C3=C(C12)C=CC=C3)O)C(CCCCC(=O)NC=3C=C(N(C3)C)C(=O)NC3=CC=C(C=C3)C=3C=C(N(C3)C)C(=O)OC)=O